C(#N)CC1(CN(C1)C(=O)OC(C)(C)C)N1N=CC(=C1)N1C(=NC=2C1=C1C(=NC2)N(C=C1)S(=O)(=O)C1=CC=CC=C1)C=1SC(=CC1)C tert-butyl 3-(cyanomethyl)-3-(4-(2-(5-methylthiophen-2-yl)-6-(benzenesulfonyl)imidazo[4,5-d]pyrrolo[2,3-b]pyridine-1(6H)-yl)-1H-pyrazol-1-yl)azetidine-1-carboxylate